(4-(1-methyl-1H-indol-3-yl)pyrimidin-2-yl)-5-(methylthio)-2-nitrobenzene-1,4-diamine CN1C=C(C2=CC=CC=C12)C1=NC(=NC=C1)C=1C(=C(C=C(C1N)SC)N)[N+](=O)[O-]